tert-butyl 4-(5-ethyl-2-{3-oxabicyclo[3.1.0]hexan-6-yl}-7-oxo-4H-[1,2,4]triazolo[1,5-a]pyrimidin-6-yl)piperazine-1-carboxylate C(C)C=1NC=2N(C(C1N1CCN(CC1)C(=O)OC(C)(C)C)=O)N=C(N2)C2C1COCC21